Tert-Butyl 6-[[4-(trifluoromethylsulfanyl)pyrazol-1-yl]methyl]-2-azaspiro[3.3]heptane-2-carboxylate FC(F)(F)SC=1C=NN(C1)CC1CC2(CN(C2)C(=O)OC(C)(C)C)C1